3-(1-(3-chlorophenyl)-5-(piperidine-1-carbonyl)-1H-benzo[d]imidazol-2-yl)propionamide ClC=1C=C(C=CC1)N1C(=NC2=C1C=CC(=C2)C(=O)N2CCCCC2)CCC(=O)N